FC([C@@H](O)[C@@H]1[C@@H]2CC[C@H](CN1C(=O)OCC1=CC=CC=C1)N2C(=O)OC(C)(C)C)(S(=O)(=O)C2=CC=CC=C2)F 3-benzyl 8-(tert-butyl) (1S,2S,5R)-2-((S)-2,2-difluoro-1-hydroxy-2-(phenylsulfonyl)ethyl)-3,8-diazabicyclo[3.2.1]octane-3,8-dicarboxylate